2-(4-chloro-3-fluorophenoxy)-N-[(3r,6s)-6-{5-[2-(trifluoromethoxy)ethoxy]-1,3,4-oxadiazol-2-yl}piperidin-3-yl]acetamide ClC1=C(C=C(OCC(=O)N[C@H]2CN[C@@H](CC2)C=2OC(=NN2)OCCOC(F)(F)F)C=C1)F